COCCC1=NN2C(OC(C3=C2C=C(C=C3)F)=N)=C1 2-(methoxyethyl)-8-fluoro-5H-benzo[d]pyrazolo[5,1-b][1,3]oxazin-5-imine